(3-(3,4-dimethoxy-6-methyl-2,5-bis((tetrahydro-2H-pyran-2-yl)oxy)phenyl)propyl)trimethylsilane COC=1C(=C(C(=C(C1OC)OC1OCCCC1)C)CCC[Si](C)(C)C)OC1OCCCC1